FC(C1=NC(=NO1)C=1C=C2CCC(C2=CC1)NC(C1=CC(=NC=C1)C)=O)F N-(5-(5-(difluoromethyl)-1,2,4-oxadiazol-3-yl)-2,3-dihydro-1H-inden-1-yl)-2-methylisonicotinamide